N1C=C(C2=CC=CC=C12)C[C@@H](C(=O)NCCNC(=N)NC)NC(=O)C1=C(C=CC(=C1)Br)NC(=O)C1=CC2=CC=CC=C2C=C1 (S)-N-(2-((3-(1H-indol-3-yl)-1-((2-(3-methylguanidino)ethyl)amino)-1-oxopropan-2-yl)carbamoyl)-4-bromophenyl)-2-naphthamide